NC=1C(=C(C=C2C=C(N=CC12)NC(OC1CC=2N(N=CN2)C1)=O)C1=C(C2=C(OCCN2)N=C1)C)F 6,7-Dihydro-5H-pyrrolo[1,2-b][1,2,4]triazol-6-yl (8-amino-7-fluoro-6-(8-methyl-2,3-dihydro-1H-pyrido[2,3-b][1,4]oxazin-7-yl)isoquinolin-3-yl)carbamate